(2,3-dihydropyrazolo[5,1-b]oxazol-6-yl)methanol O1C=2N(CC1)N=C(C2)CO